C(C)(C)(C)OC(=O)NC=1C(=C(C=C2C=C(N=CC12)NC(=O)O[C@@H]1C[C@H](C1)N1CCOCC1)C1=C(C2=C(OCCN2C(=O)OC(C)(C)C)N=C1)C)F trans-tert-Butyl 7-[8-(tert-butoxycarbonylamino)-7-fluoro-3-[(3-morpholinocyclobutoxy)carbonylamino]-6-isoquinolyl]-8-methyl-2,3-dihydropyrido[2,3-b][1,4]oxazine-1-carboxylate